[Ti].[Al].[V].[Mo] molybdenum vanadium aluminum titanium